N-(2-Phenylacetyl)-O-((1R,3R)-3-(2-(5,6,7,8-tetrahydro-1,8-naphthyridin-2-yl)ethyl)cyclobutyl)-L-homoserine C1(=CC=CC=C1)CC(=O)N[C@@H](CCOC1CC(C1)CCC1=NC=2NCCCC2C=C1)C(=O)O